FC1(CN(CC1)C1C(C(C1)NC(O)=O)(C)C)F.N1=NN=C(C=C1)C=CC(=O)O triazineacrylic acid [3-(3,3-difluoropyrrolidin-1-yl)-2,2-dimethylcyclobutyl]carbamate